bis(1,5-cyclooctadiene) iridium [Ir].C1=CCCC=CCC1.C1=CCCC=CCC1